6-fluoro-1-methyl-[1,2,4]triazolo[4,3-a]quinazoline FC1=C2C=NC=3N(C2=CC=C1)C(=NN3)C